2-[2-(2-bromoethoxy)-4-(trifluoromethyl)phenyl]-8-chloro-chromen-4-one BrCCOC1=C(C=CC(=C1)C(F)(F)F)C=1OC2=C(C=CC=C2C(C1)=O)Cl